2-(5-fluoro-1-(1-((1s,4s)-4-isopropylcyclohexyl)piperidin-4-yl)-2-oxoindolin-3-yl)acetonitrile FC=1C=C2C(C(N(C2=CC1)C1CCN(CC1)C1CCC(CC1)C(C)C)=O)CC#N